CC=1N=C2N(CCCC2)C1B(O)O (2-methyl-5,6,7,8-tetrahydroimidazo[1,2-a]pyridin-3-yl)boronic acid